N1CCC2(CC1)C(NC1=CC=CC=C12)=O 1,2-DIHYDROSPIRO[INDOLE-3,4'-PIPERIDIN]-2-ONE